BrC=1N=CC(=NC1)N1CCC2(C[C@@H](OC2)C)CC1 (3S,4S)-8-(5-bromopyrazin-2-yl)-3-methyl-2-oxa-8-azaspiro[4.5]decane